[N+](=O)([O-])C(=CC1=CC2=C(S1)C=CC=C2)C 2-(2-nitroprop-1-en-1-yl)benzo[b]thiophene